4-(3-amino-1H-pyrazolo[4,3-b]pyridin-5-yl)-N-cyclohexyl-3-methylbenzenesulfonamide NC1=NNC=2C1=NC(=CC2)C2=C(C=C(C=C2)S(=O)(=O)NC2CCCCC2)C